CN(C(=O)C1=CC=C(C=C1)C1=CN(C2=NC=C(N=C21)B(O)O)S(=O)(=O)C2=CC=C(C)C=C2)C 7-(4-(dimethylcarbamoyl)phenyl)-5-tosyl-5H-pyrrolo[2,3-b]pyrazin-2-ylboronic acid